3-(5-(((S)-1-((2-((S)-7-Oxa-1-azaspiro[4.4]nonan-1-yl)quinazolin-6-yl)methyl)pyrrolidin-3-yl)oxy)-1-oxoisoindolin-2-yl)piperidine-2,6-dione N1(CCC[C@]12COCC2)C2=NC1=CC=C(C=C1C=N2)CN2C[C@H](CC2)OC=2C=C1CN(C(C1=CC2)=O)C2C(NC(CC2)=O)=O